3-[3-Methyl-4-[3-[[(3S,4S)-3-methyl-4-piperidyl]oxy]prop-1-ynyl]-2-oxo-benzimidazol-1-yl]piperidine-2,6-dione CN1C(N(C2=C1C(=CC=C2)C#CCO[C@@H]2[C@H](CNCC2)C)C2C(NC(CC2)=O)=O)=O